NC1=NN2C(C=C(C=C2)C=2C(=C(C(=O)NCCC(O)C3=CC(=CC=C3)C#N)C(=CC2)C)F)=N1 3-{2-amino-[1,2,4]triazolo[1,5-a]pyridin-7-yl}-N-[3-(3-cyanophenyl)-3-hydroxypropyl]-2-fluoro-6-methylbenzamide